ClC=1C=C(C(=NC1)OC)S(=O)(=O)NC1=C(C(=C(C=C1)F)C=1C=C2C=NC(=NC2=CC1)NC1CCC(CC1)N1C[C@@H](CC1)OC)F 5-chloro-N-(2,4-difluoro-3-(2-(((1R,4r)-4-((R)-3-methoxypyrrolidin-1-yl)cyclohexyl)amino)quinazolin-6-yl)phenyl)-2-methoxypyridine-3-sulfonamide